tert-butyl 3-(2'-(methylsulfinyl)-5',8'-dihydro-2H,6'H-spiro[acenaphthylene-1,7'-quinazolin]-4'-yl)-3,6-diazabicyclo[3.1.1]heptane-6-carboxylate CS(=O)C1=NC=2CC3(CCC2C(=N1)N1CC2N(C(C1)C2)C(=O)OC(C)(C)C)CC2=CC=CC1=CC=CC3=C21